Tert-Butyl 6-((tert-butyldimethylsilyl)oxy)-1,4-diazepane-1-carboxylate [Si](C)(C)(C(C)(C)C)OC1CNCCN(C1)C(=O)OC(C)(C)C